dl-m-bromophenylethylene glycol BrC=1C=C(C=CC1)[C@H](CO)O |r|